C(CCCCCCCCCCCCCCCCCCCCCCCCCCCCCCCCCCCCCCCCCCCCCCCCCCCCCCC)(=O)O Hexapentacontanoic acid